ClC=1C=C(C=C2C=CNC(C12)=O)N1CCN(CC1)C1CCN(CC1)S(=O)(=O)C1=C(C=CC=C1)C(F)(F)F 8-chloro-6-(4-(1-((2-(trifluoromethyl)phenyl)sulfonyl)piperidin-4-yl)piperazin-1-yl)isoquinolin-1(2H)-one